2-[1-(4-piperidinyl)pyrazolo[3,4-b]pyrazin-5-yl]-5-(1H-pyrazol-4-yl)phenol N1CCC(CC1)N1N=CC=2C1=NC=C(N2)C2=C(C=C(C=C2)C=2C=NNC2)O